ClC1=CC=C(C=C1)C1(SCCCS1)\C=C\C=C(C1=CC=C(C=C1)OC)C1=CC=C(C=C1)OC (E)-2-(4-chlorophenyl)-2-(4,4-bis(4-methoxyphenyl)-1,3-butadienyl)-1,3-dithiane